[Na+].Cl[O-].[Na+].Cl[O-] sodium hypochlorite, sodium salt